C1=CC=C(C=2SC3=C(C21)C=CC=C3)C=3C=C(C=CC3)C3=CC=2C(=C1N=CC=NC1=C1C2C=CC=C1)C=C3 7-[3-(dibenzothiophene-4-yl)phenyl]dibenzo[f,h]quinoxaline